5-fluoro-N,N-diisopropyl-2-((5-(2-(2-methyl-6-oxohexan-3-yl)-2,6-diazaspiro[3.4]octan-6-yl)-1,2,4-triazin-6-yl)oxy)benzamide FC=1C=CC(=C(C(=O)N(C(C)C)C(C)C)C1)OC1=C(N=CN=N1)N1CC2(CN(C2)C(C(C)C)CCC=O)CC1